(4-amino-3,5-difluorophenyl)(8-(4-chloro-1,2,6-trimethyl-1H-benzo[d]imidazol-5-yl)-1-methylindolizin-3-yl)methanone NC1=C(C=C(C=C1F)C(=O)C1=CC(=C2C(=CC=CN12)C1=C(C2=C(N(C(=N2)C)C)C=C1C)Cl)C)F